N-(3,5-dihydroxybenzoyl)4-carboxy-2,5-dihydroxybenzamide OC=1C=C(C(=O)NC(C2=C(C=C(C(=C2)O)C(=O)O)O)=O)C=C(C1)O